CC(C(=O)OC)C(=O)OC 1,3-dimethyl 2-methylmalonate